isopropyl (S)-2-((S)-3-(1H-indol-3-yl)-2-(2-(pyrrolidin-1-yl)acetamido)propanamido)-6-diazo-5-oxohexanoate N1C=C(C2=CC=CC=C12)C[C@@H](C(=O)N[C@H](C(=O)OC(C)C)CCC(C=[N+]=[N-])=O)NC(CN1CCCC1)=O